FC1=CC=C(C=C1)C1=CC(=CC=C1)[C@@H]1C[C@@H](CC2=CC=CC=C12)N(C)C Cis-4-(4'-fluoro-[1,1'-biphenyl]-3-yl)-N,N-dimethyl-1,2,3,4-tetrahydronaphthalen-2-amine